N-(4-chloro-2-(isopropylcarbamoyl)-6-methylphenyl)-1-(3-chloropyridin-2-yl)-3-((1,1-dioxidothietan-3-yl)oxy)-1H-pyrazole-5-carboxamide ClC1=CC(=C(C(=C1)C)NC(=O)C1=CC(=NN1C1=NC=CC=C1Cl)OC1CS(C1)(=O)=O)C(NC(C)C)=O